(3AR,6aS)-5-(4-bromophenyl)-2-ethyloctahydrocyclopenta[c]pyrrole BrC1=CC=C(C=C1)C1C[C@@H]2[C@@H](CN(C2)CC)C1